2-((1H-pyrazol-4-yl)amino)-4-((2-fluoro-6-methoxybenzyl)amino)pyrimidin-5-carboxamide N1N=CC(=C1)NC1=NC=C(C(=N1)NCC1=C(C=CC=C1OC)F)C(=O)N